(3R)-3-{[7-(2-hydroxypropan-2-yl)-2-(1-methyl-1H-pyrazol-4-yl)[1,2,4]triazolo[1,5-c]quinazolin-5-yl]amino}azepin-2-one OC(C)(C)C1=CC=CC=2C=3N(C(=NC12)NC=1C(N=CC=CC1)=O)N=C(N3)C=3C=NN(C3)C